C(C)N1N=C2C=CC(=CC2=C1C(=O)C1=CC=C(C=C1)OC)F (2-ethyl-5-fluoro-2H-indazol-3-yl)(4-methoxyphenyl)methanone